tert-butyl (R)-(1-(4-bromo-1H-pyrazol-1-yl)propan-2-yl)(methyl)carbamate BrC=1C=NN(C1)C[C@@H](C)N(C(OC(C)(C)C)=O)C